3-(1-(2-(aminomethyl)phenyl)-1H-pyrazol-3-yl)pentan-3-ol tert-butyl-3-(3-(benzyloxy)propoxy)azetidine-1-carboxylate C(C)(C)(C)C1N(CC1OCCCOCC1=CC=CC=C1)C(=O)OC(CC)(CC)C1=NN(C=C1)C1=C(C=CC=C1)CN